(Z)-N-(3'-(2-fluoro-2-(5-formyl-4-methoxypyridin-2-yl)vinyl)-2,2'-dimethyl-[1,1'-biphenyl]-3-yl)-5-formyl-4-methoxypyridineamide F\C(=C/C=1C(=C(C=CC1)C1=C(C(=CC=C1)NC(=O)C1=NC=C(C(=C1)OC)C=O)C)C)\C1=NC=C(C(=C1)OC)C=O